(2R,3S,4S)-4-hydroxy-2-[(4-methoxyphenyl)methyl]pyrrolidin-3-yl N-[2-(5-methyl-1H-imidazol-4-yl)ethyl]carbamate CC1=C(N=CN1)CCNC(O[C@H]1[C@H](NC[C@@H]1O)CC1=CC=C(C=C1)OC)=O